2-(4-Cyclopropyl-1H-imidazol-1-yl)-5-fluoro-N-(6-(4-isopropyl-4H-1,2,4-triazol-3-yl)pyridin-2-yl)thiazole-4-carboxamide C1(CC1)C=1N=CN(C1)C=1SC(=C(N1)C(=O)NC1=NC(=CC=C1)C1=NN=CN1C(C)C)F